C(C)(C)(C)N(C(O)=O)C1=CC(=C(C=C1)B1OC(C(O1)(C)C)(C)C)F.C(CCCCCCCCCCCCCCCCCCC)[SiH]1O[SiH2]O[SiH2]O[SiH2]O1 eicosyl-cyclotetrasiloxane tert-butyl-(3-fluoro-4-(4,4,5,5-tetramethyl-1,3,2-dioxaborolan-2-yl)phenyl)carbamate